1-(6-(5-amino-2-chloro-4-fluorophenyl)-8,9-dihydroimidazo[1',2':1,6]pyrido[2,3-d]pyrimidin-2-yl)-3-(3,3-dimethylbutyl)-1-methylurea NC=1C(=CC(=C(C1)C1=CC2=C(N=C(N=C2)N(C(=O)NCCC(C)(C)C)C)N2C1=NCC2)Cl)F